NC1=NC=NN2C1=C(C=C2C=2C=C(C(=O)NCC[C@@H](O)C1=CC=C(C=C1)Cl)C=CC2)C(F)(F)F 3-[4-amino-5-(trifluoromethyl)pyrrolo[2,1-f][1,2,4]triazin-7-yl]-N-[(3R)-3-(4-chlorophenyl)-3-hydroxypropyl]benzamide